COC(C1=CC(=NC=C1)C1=C(C=CC=C1)C)=O 2-(2-methylphenyl)isonicotinic acid methyl ester